O.O.O.C(=O)(O)[C@H](O)[C@@H](O)C(=O)O.N1CCCC1.N1CCCC1 dipyrrolidine L-tartrate trihydrate